o-hydroxyphenylbenzimidazole OC1=C(C=CC=C1)C=1NC2=C(N1)C=CC=C2